OCCC1N(CCN(C1=O)C=1N=C2N(C=C(C=C2)C(NC)=O)C1)C(=O)OC(C)(C)C tert-butyl 2-(2-hydroxyethyl)-4-[6-(methylcarbamoyl)imidazo[1,2-a]pyridin-2-yl]-3-oxo-piperazine-1-carboxylate